OC=1C=C(C=CC1O)/C=C/C(=O)NC1=CC=C(C=C1)OCC(C)C (E)-3-(3,4-dihydroxyphenyl)-N-(4-isobutoxyphenyl)acrylamide